8-methoxy-2,2-dimethyl-7-(3-(pyrrolidin-1-yl)propoxy)-4-(tetrahydrofuran-3-yl)-2,3-dihydro-1H-pyrrolo[3,2-c]quinoline COC1=CC=2C3=C(C(=NC2C=C1OCCCN1CCCC1)C1COCC1)CC(N3)(C)C